[Al].C1(=CC=C(C=C1)O)C1=CC=CC=C1 (1,1'-biphenyl-4-ol) aluminum